C(CC)(=O)N1CCC(CC1)C1=CC=C(C=C1)NC(OCC1=CN=CO1)=O oxazol-5-ylmethyl (4-(1-propionylpiperidin-4-yl)phenyl)carbamate